NC1=C(N=CC(=N1)N1CCC2(CCC[C@H]2N)CC1)SC=1C(=NC=CC1)C(F)(F)F (R)-8-(6-amino-5-((2-(trifluoromethyl)pyridin-3-yl)thio)pyrazin-2-yl)-8-azaspiro[4.5]decan-1-amine